FC1CC(OC1)C(=O)N 4-Fluorooxacyclopentane-2-carboxamide